O1C=NC=C1C=1C=C2C=C(N=CC2=CC1)NC(C1=CC(=NC=C1)N1CCC2(CNC2)CC1)=O N-(6-(Oxazol-5-yl)isoquinolin-3-yl)-2-(2,7-diazaspiro[3.5]nonan-7-yl)Isonicotinamide